Cl.Cl.BrC1=CC2=C(C=N1)N(C=N2)CCC[C@H]2NCCC[C@@H]2O (2R,3S)-2-(3-(6-bromo-3H-imidazo[4,5-c]pyridin-3-yl)propyl)piperidin-3-ol dihydrochloride